tert-butyl 4-((1r,4r)-4-(5-amino-6-(2-methoxypropan-2-yl)-2H-indazol-2-yl)cyclohexyl)piperazine-1-carboxylate NC1=CC2=CN(N=C2C=C1C(C)(C)OC)C1CCC(CC1)N1CCN(CC1)C(=O)OC(C)(C)C